C(C)(C)(C)C=CCOC(NCC1=C(C=C(C=C1)F)C=C)=O tert-butylallyl(4-fluoro-2-vinylbenzyl)carbamate